(E)-2-((5-Aminoisoquinolin-1-yl)methylene)hydrazine-1-carbothioamide NC1=C2C=CN=C(C2=CC=C1)\C=N\NC(N)=S